tert-Butyl 9-(2,6-dioxopiperidin-3-yl)-3,9-diazaspiro[5.5]undecane-3-carboxylate O=C1NC(CCC1N1CCC2(CCN(CC2)C(=O)OC(C)(C)C)CC1)=O